isopropyl ((S)-(((2R,5R)-2-ethynyl-5-(5-methyl-2,4-dioxo-3,4-dihydropyrimidin-1(2H)-yl)-2,5-dihydrofuran-2-yl)methoxy)(phenoxy)phosphoryl)-L-alaninate C(#C)[C@@]1(O[C@H](C=C1)N1C(NC(C(=C1)C)=O)=O)CO[P@](=O)(OC1=CC=CC=C1)N[C@@H](C)C(=O)OC(C)C